(1S,3aR,6aS)-N-((S)-1-cyano-2-((S)-2-oxopyrrolidin-3-yl)ethyl)-2-(2-((2-fluorophenyl)amino)-2-oxoacetyl)octahydrocyclopenta[c]pyrrole-1-carboxamide C(#N)[C@H](C[C@H]1C(NCC1)=O)NC(=O)[C@H]1N(C[C@H]2[C@@H]1CCC2)C(C(=O)NC2=C(C=CC=C2)F)=O